N[C@H](C(=O)O)CC1=CNC2=CN=CC=C21 (S)-2-amino-3-(1H-pyrrolo[2,3-c]pyridine-3-yl)propanoic acid